N[C@H]1C[C@@H](CC1)OC=1C(=C2C(=NC1)CCO2)C2=CC(=NN2)NC=2N=CC(=NC2)C#N 5-{[5-(6-{[(1R,3R)-3-aminocyclopentyl]oxy}-2,3-dihydrofuro[3,2-b]pyridin-7-yl)-1H-pyrazol-3-yl]amino}pyrazine-2-carbonitrile